NC=1C(=CC(=NC1C1=C(C(=CC=C1C)OC)C)C1=CC=NC=C1)C(=O)O 5-amino-6-(3-methoxy-2,6-dimethylphenyl)-[2,4'-bipyridine]-4-carboxylic acid